C(C)(C)(C)OC(=O)N1CCN(CC1)C1=NC=C(C=C1)OC1=NC(=CC(=C1)C(=O)OC)C1=CC(=CC(=C1)F)Br 4-(5-((6-(3-bromo-5-fluorophenyl)-4-(methoxycarbonyl)pyridin-2-yl)oxy)pyridin-2-yl)piperazine-1-carboxylic acid tert-butyl ester